N1CC2(C=3C1=NC=C(C3)C=3C=CC(=C(C(=O)N(C)C)C3)CO)CC2 5-(1',2'-dihydrospiro[cyclopropane-1,3'-pyrrolo[2,3-b]pyridin]-5'-yl)-2-(hydroxymethyl)-N,N-dimethylbenzamide